acetylglutamine zinc [Zn].C(C)(=O)N[C@@H](CCC(N)=O)C(=O)O